C1CCN(CC1)CCC#CC2=CC=CC(=C2)CN3CCOCC3.Cl.Cl 4-[3-[4-[piperidinyl]but-1-ynyl]benzyl]morpholine dihydrochloride